sodium (2S,5R)-N-ethoxy-7-oxo-6-(sulfooxy)-1,6-diazabicyclo[3.2.1]octane-2-carboxamide C(C)ONC(=O)[C@H]1N2C(N([C@H](CC1)C2)OS(=O)(=O)O)=O.[Na]